tert-butyl 4-(5-((5-((2-(bis(tert-butoxycarbonyl)amino)pyridin-3-yl)ethynyl)-2,6-naphthyridin-3-yl)amino)-2-((4-methoxybenzyl)oxy)pyridin-3-yl)piperazine-1-carboxylate C(C)(C)(C)OC(=O)N(C1=NC=CC=C1C#CC1=C2C=C(N=CC2=CC=N1)NC=1C=C(C(=NC1)OCC1=CC=C(C=C1)OC)N1CCN(CC1)C(=O)OC(C)(C)C)C(=O)OC(C)(C)C